CC1=C(C=CC(=N1)C(=O)NC1COC1)N1CCN(CC1)CC1=CC=2NC(N(C(C2S1)=O)C)=O 6-methyl-5-(4-((3-methyl-2,4-dioxo-1,2,3,4-tetrahydrothieno[3,2-d]pyrimidin-6-yl)methyl)piperazin-1-yl)-N-(oxetan-3-yl)picolinamide